C(C1=CC=CC=C1)OC([C@@H](NC([C@@H](NC([C@H](CC1=CC=CC2=CC=CC=C12)NC(CCCCCCC\C=C/CCCCCCCC)=O)=O)CC(C)C)=O)C(C)C)=O ((S)-3-(naphthalene-1-yl)-2-oleamidopropionyl)-leucyl-valine benzyl ester